methyl 4-(chlorosulfonyl)-3-fluorothiophene-2-carboxylate ClS(=O)(=O)C=1C(=C(SC1)C(=O)OC)F